6-(6-(2,4-dimethoxypyrimidin-5-yl)imidazo[1,2-b]pyridazin-8-yl)-2-oxa-6-azaspiro[3.4]octane COC1=NC=C(C(=N1)OC)C=1C=C(C=2N(N1)C=CN2)N2CC1(COC1)CC2